2-([1,1'-Biphenyl]-4-yl)-4-(3-iodophenyl)-6-phenyl-1,3,5-triazin C1(=CC=C(C=C1)C1=NC(=NC(=N1)C1=CC(=CC=C1)I)C1=CC=CC=C1)C1=CC=CC=C1